The molecule is a beta-D-glucosiduronic acid (beta-D-glucuronide) that is a metabolite of diclofenac. It has a role as a drug metabolite. It is a beta-D-glucosiduronic acid, a dichlorobenzene, a monocarboxylic acid and a secondary amino compound. It derives from a diclofenac. C1=CC=C(C(=C1)CC(=O)O[C@H]2[C@@H]([C@H]([C@@H]([C@H](O2)C(=O)O)O)O)O)NC3=C(C=CC=C3Cl)Cl